CC1(C(OC1)COC=1C=NC=CC1C1=C(C=2C(NCCC2N1)=O)NC1=C(C(=CC=C1)F)OC)C (-)-2-{3-[(3,3-dimethyloxetan-2-yl)methoxy]pyridin-4-yl}-3-(3-fluoro-2-methoxyanilino)-1,5,6,7-tetrahydro-4H-pyrrolo[3,2-c]pyridin-4-one